5,10,15,20-tetraphenyl-21H,23H-porphine manganese chloride [Cl-].[Mn+2].C1(=CC=CC=C1)C=1C2=CC=C(N2)C(=C2C=CC(C(=C3C=CC(=C(C=4C=CC1N4)C4=CC=CC=C4)N3)C3=CC=CC=C3)=N2)C2=CC=CC=C2.[Cl-]